3-(imidazol-1-yl)-5-(2-methoxyethoxy)benzoic acid N1(C=NC=C1)C=1C=C(C(=O)O)C=C(C1)OCCOC